3-((7-(3-((S)-3-fluoropyrrolidine-1-carbonyl)-4-methyl-6-(trifluoromethyl)pyridin-2-yl)thieno[3,2-b]pyridin-2-yl)methyl)-6,6-dimethyl-3-azabicyclo[3.1.0]hexane-2,4-dione F[C@@H]1CN(CC1)C(=O)C=1C(=NC(=CC1C)C(F)(F)F)C1=C2C(=NC=C1)C=C(S2)CN2C(C1C(C1C2=O)(C)C)=O